CC1=C(C(=NC=C1)O[C@H]1CN([C@@H](CC1)C)C(=O)C=1C=NC=CC1N1N=CC=N1)C#N 4-methyl-2-{[(3R,6R)-6-methyl-1-{[4-(2H-1,2,3-triazol-2-yl)pyridin-3-yl]carbonyl}piperidin-3-yl]oxy}pyridine-3-carbonitrile